FC(CN1C[C@H](N(CC1)CC1=C2C=CNC2=C(C=C1OC)C)C1=C2CCCNC2=C(C=C1)C(=O)O)F (R)-5-(4-(2,2-difluoroethyl)-1-((5-methoxy-7-methyl-1H-indol-4-yl)methyl)piperazin-2-yl)-1,2,3,4-tetrahydroquinoline-8-carboxylic acid